(3,5-dichloro-4-((2-(2-fluorophenyl)-1-oxo-1,2,3,4-tetrahydroisoquinolin-6-yl)oxy)phenyl)-1,2,4-triazine-3,5(2H,4H)-dione ClC=1C=C(C=C(C1OC=1C=C2CCN(C(C2=CC1)=O)C1=C(C=CC=C1)F)Cl)N1N=CC(NC1=O)=O